N,N'-di-sec-octyl p-phenylenediamine methyl (2S)-2-[[(2S)-2-amino-3-cyclohexyl-propanoyl]amino]-3-[(3S)-2-oxopyrrolidin-3-yl]propanoate N[C@H](C(=O)N[C@H](C(=O)OC)C[C@H]1C(NCC1)=O)CC1CCCCC1.C(C)(CCCCCC)NC1=CC=C(C=C1)NC(C)CCCCCC